tert-butyl 4-[(R)-amino(phenyl)methyl]piperidine-1-carboxylate N[C@H](C1CCN(CC1)C(=O)OC(C)(C)C)C1=CC=CC=C1